Ethyl 2-[(1S,3R)-3-{[(tert-butoxy)carbonyl]amino}-1-(methanesulfonyloxy)-4-methylpentyl]-1,3-thiazole-4-carboxylate C(C)(C)(C)OC(=O)N[C@H](C[C@H](OS(=O)(=O)C)C=1SC=C(N1)C(=O)OCC)C(C)C